5-(4-fluorobenzyl)-8-((1r,4r)-4-methylcyclohexyl)-2-(pyridazin-3-yl)-2,5,8-triazaspiro[3.5]nonane-6,9-dione FC1=CC=C(CN2C3(CN(C3)C=3N=NC=CC3)C(N(CC2=O)C2CCC(CC2)C)=O)C=C1